6-(4-((4-isobutylpiperazin-1-yl)methyl)phenyl)-1,4-dimethyl-2-(4-(methylsulfonyl)phenyl)-1H-benzo[d]imidazole C(C(C)C)N1CCN(CC1)CC1=CC=C(C=C1)C=1C=C(C2=C(N(C(=N2)C2=CC=C(C=C2)S(=O)(=O)C)C)C1)C